C12N(CC(CC1)CC2)CCNC(=O)C=2C=C(C(=NC2)C)NC(=O)C=2C=NN1C2SC(=C1)C=1C=NN(C1C)C N-(5-((2-(2-azabicyclo[2.2.2]octan-2-yl)ethyl)carbamoyl)-2-methylpyridin-3-yl)-2-(1,5-dimethyl-1H-pyrazol-4-yl)pyrazolo[5,1-b]thiazole-7-carboxamide